C(C)C=CCC(=O)N ethylvinylacetamide